NCCN1C(CN(CC1)C(=O)N1C(=N[C@H]([C@H]1C1=CC=C(C=C1)Cl)C1=CC=C(C=C1)Cl)C1=C(C=C(C=C1)OC)OC(C)C)=O 1-(2-aminoethyl)-4-((4S,5R)-4,5-bis(4-chlorophenyl)-2-(2-isopropoxy-4-methoxyphenyl)-4,5-dihydro-1H-imidazole-1-carbonyl)piperazin-2-one